4-((2-(piperidine-4-yl)ethoxy)methyl)piperidine-1-carboxylate N1CCC(CC1)CCOCC1CCN(CC1)C(=O)[O-]